1-(1,3-dihydroisobenzofuran-5-yl)-2-(hydroxyimino)-2-(pyridin-2-yl)ethan-1-one benzyl-S-(4-isopropyl-1-methylcyclohex-3-en-1-yl)cysteinate C(C1=CC=CC=C1)OC([C@@H](N)CSC1(CC=C(CC1)C(C)C)C)=O.C1OCC2=CC(=CC=C12)C(C(C1=NC=CC=C1)=NO)=O